8-benzylsulfanyl-4-hydroxy-chromen-2-one C(C1=CC=CC=C1)SC=1C=CC=C2C(=CC(OC12)=O)O